2-(2,6-dioxopiperidin-3-yl)-4-fluoro-5-((4-(4-((1R,2S)-6-hydroxy-2-phenyl-1,2,3,4-tetrahydronaphthalen-1-yl)phenyl)piperazin-1-yl)methyl)isoindoline-1,3-dione O=C1NC(CCC1N1C(C2=CC=C(C(=C2C1=O)F)CN1CCN(CC1)C1=CC=C(C=C1)[C@H]1[C@H](CCC2=CC(=CC=C12)O)C1=CC=CC=C1)=O)=O